S1C=C(C=C1)C1=NOC=C1 3-(thiophen-3-yl)-1,2-oxazole